tungsten-aluminum oxide [O-2].[Al+3].[W+4]